N-(3-chloro-5-methylbenzyl)-2-(4-fluoro-2,5-dimethoxyphenyl)ethan-1-amine ClC=1C=C(CNCCC2=C(C=C(C(=C2)OC)F)OC)C=C(C1)C